NC1=CC(=NN1C1=CC=C(C=N1)CNC1=C2N=CN(C2=NC(=N1)C=1C=NC(=CC1)N)CC)C N-((6-(5-amino-3-methyl-1H-pyrazol-1-yl)pyridin-3-yl)methyl)-2-(6-aminopyridin-3-yl)-9-ethyl-9H-purin-6-amine